The molecule is a sphingolipid that is the N-dodecanoyl (lauroyl) derivative of L-erythro-sphingosine. It derives from a dodecanoic acid and a L-erythro-sphingosine. CCCCCCCCCCCCC/C=C/[C@@H]([C@@H](CO)NC(=O)CCCCCCCCCCC)O